5-(3-chlorobicyclo[1.1.1]pentan-1-yl)-2,2-dimethyl-5-oxopentanal ClC12CC(C1)(C2)C(CCC(C=O)(C)C)=O